C(C)OC([O-])=O mono-ethylcarbonate